(1E)-1-(2-hydroxy-5-methylphenyl)-1-dodecanone oxime OC1=C(C=C(C=C1)C)/C(/CCCCCCCCCCC)=N/O